4-(3-(trans-4-(3-bromopropyl)cyclohexyl)-4,4-dimethyl-5-oxo-2-thioxoimidazolidin-1-yl)-2-chlorobenzonitrile BrCCC[C@@H]1CC[C@H](CC1)N1C(N(C(C1(C)C)=O)C1=CC(=C(C#N)C=C1)Cl)=S